7,21-dihydroxy-20-methyl-pregn-4-ene OC1[C@H]2[C@@H]3CC[C@H](C(CO)C)[C@]3(CC[C@@H]2[C@]2(CCCC=C2C1)C)C